5-bromo-3-methyl-1-tetrahydropyran-2-yl-pyrazolo[3,4-b]pyridine BrC=1C=C2C(=NC1)N(N=C2C)C2OCCCC2